BrC=1C=NC=CC1Cl 3-bromo-4-chloropyridine